2,5-dimethyl-2-heptanol CC(C)(CCC(CC)C)O